NC1=NC=NC=2N(C3=C(C=C(C=C3C21)C=2C=NC(=CC2)C(F)(F)F)C)CC(=O)OCCCC butyl 2-(4-amino-8-methyl-6-(6-(trifluoromethyl)pyridin-3-yl)-9H-pyrimido[4,5-b]indol-9-yl)acetate